(E)-N-(2-hydroxy-2-methylpropyl)tetradeca-2-enamide OC(CNC(\C=C\CCCCCCCCCCC)=O)(C)C